7-(1-ethoxyvinyl)-3-ethyl-8-fluoro-1H-quinoxalin-2-one C(C)OC(=C)C1=CC=C2N=C(C(NC2=C1F)=O)CC